CN1N=CC(=C1)C1=CC2=C(O[C@@H](CN2)[C@H](NC(=O)[C@@H]2CCOC3=CC=CC=C23)C2=CC=CC=C2)N=C1 |&1:18| (R and S)-N-((R)-((S)-7-(1-methyl-1H-pyrazol-4-yl)-2,3-dihydro-1H-pyrido[2,3-b][1,4]oxazin-3-yl)(phenyl)methyl)chromane-4-carboxamide